1-methylcyclopropane-1-ol CC1(CC1)O